1-((5-amino-6-methyl-1H-pyrrolo[3,2-b]pyridin-2-yl)methyl)-6-(1,2,3,4-tetrahydroisoquinoline-2-carbonyl)pyridin-2(1H)-one NC1=C(C=C2C(=N1)C=C(N2)CN2C(C=CC=C2C(=O)N2CC1=CC=CC=C1CC2)=O)C